[Si](C1=CC=CC=C1)(C1=CC=CC=C1)(C(C)(C)C)OCC[C@@H]1C[C@@H](CCC1)OC1=C(C=CC(=C1)C)S(=O)(=O)CCC(=O)OC[C@@H](CCCC)CC |o1:20,22,&1:43| (RS)-2-Ethylhexyl 3-((2-(((1R*,3R*)-3-(2-((tert-butyldiphenylsilyl)oxy)ethyl)cyclohexyl)oxy)-4-methylphenyl)sulfonyl)propanoate